7-(4-fluorophenyl)-8-(quinolin-6-yl)tetrazolo[1,5-c]pyrimidin-5-amine FC1=CC=C(C=C1)C1=C(C=2N(C(=N1)N)N=NN2)C=2C=C1C=CC=NC1=CC2